O=C1N(C(C=2C=NC=CC21)=O)C(=O)OCC ethyl 1,3-dioxo-1,3-dihydro-2H-pyrrolo[3,4-c]pyridine-2-carboxylate